4-(5-chloropyridin-3-yl)-N-(2-(2-(cyclopropanesulfonylamino)thiazol-4-yl)propan-2-yl)benzamide ClC=1C=C(C=NC1)C1=CC=C(C(=O)NC(C)(C)C=2N=C(SC2)NS(=O)(=O)C2CC2)C=C1